3-(2-((1-methyl-1H-pyrazol-4-yl)amino)pyrimidin-4-yl)-8-azabicyclo[3.2.1]oct-2-ene CN1N=CC(=C1)NC1=NC=CC(=N1)C1=CC2CCC(C1)N2